tert-butyl 4-((5-azaspiro[2.5]octan-6-yl)methyl)-5-methoxy-7-methyl-1H-indole-1-carboxylate C1CC12CNC(CC2)CC2=C1C=CN(C1=C(C=C2OC)C)C(=O)OC(C)(C)C